1-cyclopropyl-6-(cyclopropylmethyl)-1H-pyrazolo[3,4-d]pyrimidin-4(7H)-one C1(CC1)N1N=CC2=C1NC(=NC2=O)CC2CC2